C(C)O[C@@H]1CC[C@H](CC1)N1N=C(C(=C1)NC(=O)C=1N=C(SC1)C=1C=NN(C1)COP(=O)([O-])[O-])C1=NC=CC=N1.[Na+].C(CCCCCCCCCCCC)(=O)N(C)CC(=O)O.[Na+] N-n-tridecanoyl-sarcosine sodium (4-(4-((1-(trans-4-ethoxycyclohexyl)-3-(pyrimidin-2-yl)-1H-pyrazol-4-yl)carbamoyl)thiazol-2-yl)-1H-pyrazol-1-yl)methyl-phosphate